ClC=1C=C(C=CC1Cl)C=1NC(=NN1)SC=1N=NNC1C(=O)O 4-((5-(3,4-dichlorophenyl)-4H-1,2,4-triazol-3-yl)thio)-1H-1,2,3-triazole-5-carboxylic acid